N-(4-((R)-2-(5-Fluoro-6-methoxypyridin-3-yl)propyl)-6-(((R)-1-hydroxy-4-methylpentan-2-yl)amino)-1,3,5-triazin-2-yl)methanesulfonamide FC=1C=C(C=NC1OC)[C@@H](CC1=NC(=NC(=N1)N[C@@H](CO)CC(C)C)NS(=O)(=O)C)C